5-((1R,4R)-2-oxa-5-azabicyclo[2.2.1]heptane-5-yl)-N-(3-(difluoromethyl)-1-(piperidine-4-yl)-1H-pyrazol-4-yl)pyrazolo[1,5-a]pyrimidine-3-carboxamide [C@H]12OC[C@H](N(C1)C1=NC=3N(C=C1)N=CC3C(=O)NC=3C(=NN(C3)C3CCNCC3)C(F)F)C2